C1(CC1)C(=O)NC=1N=C2N(C(=CC=C2)C=2C=C(C3=C(OCCO3)C2)C2=CC=C(O2)P(O)(O)=O)C1 (5-(7-(2-(cyclopropanecarboxamido)imidazo[1,2-a]pyridin-5-yl)-2,3-dihydrobenzo[b][1,4]dioxin-5-yl)furan-2-yl)phosphonic acid